FC=1C(=NC=C(C#N)C1)N1CCC(CC1)N1C(C(N(C2=CC(=CC=C12)F)C)=O)=O 5-Fluoro-6-(4-(6-fluoro-4-methyl-2,3-dioxo-3,4-dihydroquinoxalin-1(2H)-yl)piperidine-1-yl)nicotinonitrile